5-(2-chloro-5-fluoropyrimidin-4-yl)-2-(3-methoxycyclobutyl)-4-(trifluoromethyl)thiazole ClC1=NC=C(C(=N1)C1=C(N=C(S1)C1CC(C1)OC)C(F)(F)F)F